C(C)(C)(C)OC(=O)N([C@H](C(=O)N(C)C(C(=O)O)CN1CC(CC1)(F)F)CC(C)C)C 2-((S)-2-((tert-Butoxycarbonyl)(methyl)amino)-N,4-dimethylvaleramido)-3-(3,3-difluoropyrrolidin-1-yl)propionic acid